tert-Butyl (1'-(4-(1-cyclopropoxy-2-hydroxy-1-(naphthalen-1-yl)ethyl)-6-(4-methoxy-1-methyl-6-oxo-1,6-dihydropyridin-3-yl)quinazolin-2-yl)-4-methyl-[1,4'-bipiperidin]-4-yl)carbamate C1(CC1)OC(CO)(C1=CC=CC2=CC=CC=C12)C1=NC(=NC2=CC=C(C=C12)C1=CN(C(C=C1OC)=O)C)N1CCC(CC1)N1CCC(CC1)(C)NC(OC(C)(C)C)=O